2-{6-[5-chloro-2-(ethylamino)pyrimidin-4-yl]-1-oxo-2,3-dihydro-1H-isoindol-2-yl}-N-[(1S)-2-hydroxy-1-(3-methylphenyl)-ethyl]acetamide ClC=1C(=NC(=NC1)NCC)C1=CC=C2CN(C(C2=C1)=O)CC(=O)N[C@H](CO)C1=CC(=CC=C1)C